(5-(1-((4-tert-butylphenyl)sulfonyl)-1,2,5,6-tetrahydropyridin-4-yl)-3-hydroxy-pyridine-2-carbonyl)glycine methyl ester COC(CNC(=O)C1=NC=C(C=C1O)C1=CCN(CC1)S(=O)(=O)C1=CC=C(C=C1)C(C)(C)C)=O